The molecule is an acyl-CoA(4-) that is the tetraanion of indol-3-ylacetyl-CoA, arising from deprotonation of the phosphate and diphosphate OH groups. It is a conjugate base of an indol-3-ylacetyl-CoA. CC(C)(COP(=O)([O-])OP(=O)([O-])OC[C@@H]1[C@H]([C@H]([C@@H](O1)N2C=NC3=C(N=CN=C32)N)O)OP(=O)([O-])[O-])[C@H](C(=O)NCCC(=O)NCCSC(=O)CC4=CNC5=CC=CC=C54)O